C(C1=CC=CC=C1)N1CCC(CC1)(NC(=O)OC(C)(C)C)CC(=O)OC(C)(C)C tert-butyl 2-[1-benzyl-4-(tert-butoxycarbonylamino)-4-piperidyl]acetate